ClCC=1N=C(SC1OC1=C(C=C(C=C1)N1N=CN(C1=O)CC1=C(C=CC=C1F)F)F)C (4-((4-(chloromethyl)-2-methylthiazol-5-yl)oxy)-3-fluorophenyl)-4-(2,6-difluorobenzyl)-2,4-dihydro-3H-1,2,4-triazol-3-one